N-(7-methyl-2-(3,4,5-trifluorophenyl)thieno[3,2-d]pyrimidin-4-yl)-5-nitrothiophene-2-carboxamide CC1=CSC2=C1N=C(N=C2NC(=O)C=2SC(=CC2)[N+](=O)[O-])C2=CC(=C(C(=C2)F)F)F